2-(Morpholin-4-yl)-N-({5-[4-(trifluoromethoxy)phenyl]-1H-imidazol-2-yl}methyl)-7-(trifluoromethyl)imidazo[2,1-f][1,2,4]triazin-4-amine N1(CCOCC1)C1=NN2C(C(=N1)NCC=1NC(=CN1)C1=CC=C(C=C1)OC(F)(F)F)=NC=C2C(F)(F)F